((1S,3S,4S,5S)-3-acetoxy-5-isobutoxy-4-pivalamidocyclohexyl)methyl acetate C(C)(=O)OC[C@@H]1C[C@@H]([C@H]([C@H](C1)OCC(C)C)NC(C(C)(C)C)=O)OC(C)=O